titanium hydrogen phosphate hydrate O.P(=O)(O)([O-])[O-].[Ti+4].P(=O)(O)([O-])[O-]